4-(8-(4-(benzyloxy)phenyl)-9H-purin-6-yl)morpholine C(C1=CC=CC=C1)OC1=CC=C(C=C1)C=1NC2=NC=NC(=C2N1)N1CCOCC1